C(C)(C)NC(N(C1=NC2=CC(=CC=C2N=C1)C=1C=NC(=CC1)OC1COCCC1)C)=O 3-isopropyl-1-methyl-1-(7-(6-((tetrahydro-2H-pyran-3-yl)oxy)pyridin-3-yl)-quinoxalin-2-yl)urea